C1(CC1)C1C(C1)C(=O)O 2-CYCLOPROPYLCYCLOPROPANE-1-CARBOXYLIC ACID